(3S)-3-(9H-fluoren-9-ylmethoxycarbonylamino)-4-oxo-4-pyrrolidin-1-ylbutyric acid C1=CC=CC=2C3=CC=CC=C3C(C12)COC(=O)N[C@@H](CC(=O)O)C(N1CCCC1)=O